ClC1=CC2=C(N=NC(=C2)OC)C(=N1)N1CCC(CC1)(F)F 1-{6-chloro-3-methoxypyrido[3,4-c]pyridazin-8-yl}-4,4-difluoropiperidine